tert-butyl (R)-3-((6-chloropyridazin-3-yl)(methyl)amino)piperidine-1-carboxylate ClC1=CC=C(N=N1)N([C@H]1CN(CCC1)C(=O)OC(C)(C)C)C